methyl 9-(4-((1-(3-fluoropropyl)azetidin-3-yl)methyl)phenyl)-8-(3-(hydroxymethyl)cyclopentyl)-6,7-dihydro-5H-benzo[7]annulene-3-carboxylate FCCCN1CC(C1)CC1=CC=C(C=C1)C1=C(CCCC2=C1C=CC(=C2)C(=O)OC)C2CC(CC2)CO